C(C=C)(=O)N1C[C@@H](N(CC1)C=1C2=C(N(C(N1)=O)C=1C(=NC=CC1C)C(C)C)CC(N(C2)C)C2=C(C=CC=C2O)F)C ((S)-4-acryloyl-2-methylpiperazin-1-yl)-7-(2-fluoro-6-hydroxyphenyl)-1-(2-isopropyl-4-methylpyridin-3-yl)-6-methyl-5,6,7,8-tetrahydropyrido[4,3-d]pyrimidin-2(1H)-one